[Fe+2].F[P-](F)(F)(F)(F)F.F[P-](F)(F)(F)(F)F hexafluorophosphate iron salt